spiro[cyclopentane-1,5'-pyrrolo[2,3-d]pyrimidin]-6'(7'H)-one N1=CN=CC2=C1NC(C21CCCC1)=O